α,α,α',α'-tetramethyl-1,4-xylene diisocyanate [N-]=C=O.[N-]=C=O.CC(C1=CC=C(C=C1)C(C)C)C